NC1=C(C=2C(=NC=C(C2CCN)C)N1C1=C(C(=CC=C1C)OC)C)C(=O)OC methyl 2-amino-4-(2-aminoethyl)-1-(3-methoxy-2,6-dimethylphenyl)-5-methylpyrrolo[2,3-b]pyridine-3-carboxylate